CN1CCN(CC1)C1=CC=C(C=C1)C=1C=C2C(=NC1)NN=C2C2=C(C=CC=C2)SC 5-(4-(4-Methylpiperazin-1-yl)phenyl)-3-(2-(methylthio)phenyl)-1H-pyrazolo[3,4-b]pyridine